ethyl-7-bromo-4-chloro-quinoline-3-carboxylate C(C)OC(=O)C=1C=NC2=CC(=CC=C2C1Cl)Br